Nonadecanic acid amide C(CCCCCCCCCCCCCCCCCC)(=O)N